C(C)(C)(C)OC(=O)N1C(CCC1)C1=CN=C(C2=CN=C(C=C12)Cl)OC 2-(6-chloro-1-methoxy-2,7-naphthyridin-4-yl)pyrrolidine-1-carboxylic acid tert-butyl ester